FC(C(=O)O)(F)F.C[C@@H]1CN(C[C@@H](O1)C)C1CCNCC1 Cis-2,6-dimethyl-4-(piperidine-4-yl)morpholine trifluoroacetate